N-(2-((2-(dimethylamino)ethyl)(methyl)amino)-4-methoxy-5-((8-methyl-7-oxo-6-phenyl-7,8-dihydropyrido[2,3-d]pyrimidin-2-yl)amino)phenyl)acrylamide CN(CCN(C1=C(C=C(C(=C1)OC)NC=1N=CC2=C(N1)N(C(C(=C2)C2=CC=CC=C2)=O)C)NC(C=C)=O)C)C